N=1NCN2C1CCC(C2)C(=O)O 2,3,5,6,7,8-hexahydro-[1,2,4]triazolo[4,3-a]pyridine-6-carboxylic acid